4-Chlorobutyramide ClCCCC(=O)N